dihydroxyacetone OC(C(C)=O)O